COC1=NC2=CC=CC=C2C=C1C(=O)N methoxy-quinoline-3-carboxamide